O=C(CC(CC)C1=CC=CC=2CN(OCC21)C(=O)OC(C)(C)C)N2C(OC[C@@H]2C(C)C)=O tert-butyl 8-[1-oxo-1-[(4S)-2-oxo-4-propan-2-yl-1,3-oxazolidin-3-yl] pentan-3-yl]-1,4-dihydro-2,3-benzoxazine-3-carboxylate